CC1=CC=C(O1)CC1=C(C(=O)N)C=CC=C1NC1=NC=C(C=N1)C1=CC=C(C=C1)C(F)(F)F [(5-methylfuran-2-yl)methyl]-3-({5-[4-(trifluoromethyl)phenyl]pyrimidin-2-yl}amino)benzamide